25-(pyrrolidine-1-carbonyl)-1,4,7,10,13,16,19,22,26,29,32-undecazabicyclo[32.3.0]heptatriacontane-2,5,8,11,14,17,20,23,27,30,33-undecone N1(CCCC1)C(=O)C1CC(NCC(NCC(NCC(NCC(NCC(NCC(NCC(N2CCCC2C(NCC(NCC(N1)=O)=O)=O)=O)=O)=O)=O)=O)=O)=O)=O